FC(CN1N=CC2=C1CC(C2)CO)(F)F (1-(2,2,2-trifluoroethyl)-1,4,5,6-tetrahydrocyclopenta[c]pyrazol-5-yl)methanol